2-(methanesulfonyloxy)propionic acid 2-propynyl ester C(C#C)OC(C(C)OS(=O)(=O)C)=O